8-isopropyl-N4-(piperidin-4-ylmethyl)-N2-(tetrahydro-2H-pyran-4-yl)pyrazolo[1,5-a][1,3,5]triazine-2,4-diamine C(C)(C)C=1C=NN2C1N=C(N=C2NCC2CCNCC2)NC2CCOCC2